3-(5-((2,3-difluoro-6-(2-morpholinothiazol-4-yl)phenoxy)methyl)-7-fluoro-1-oxoisoindolin-2-yl)piperidine-2,6-dione FC1=C(OCC=2C=C3CN(C(C3=C(C2)F)=O)C2C(NC(CC2)=O)=O)C(=CC=C1F)C=1N=C(SC1)N1CCOCC1